trans-3-[[4-[(3S)-3-pyrazin-2-ylisoxazolidine-2-carbonyl]cyclohexyl]methoxy]benzamide N1=C(C=NC=C1)[C@H]1N(OCC1)C(=O)[C@@H]1CC[C@H](CC1)COC=1C=C(C(=O)N)C=CC1